acetamidoethane C(C)(=O)NCC